C(CCC)N(C=1C=C2OC=3C=C(C(=CC3C3(C2=CC1)OC(C1=C3C=CC=C1)=O)NC1=CC=CC=C1)C)CCCC 6'-(dibutylamino)-3'-methyl-2'-(phenylamino)-3H-spiro[2-benzofuran-1,9'-xanthen]-3-one